FC1=C(C(=C(C(=C1F)C(F)(F)F)F)F)C1=C(C=2C=3C=CC=C4C=CC=C(C5=CC=CC(=C1)C52)C43)C4=C(C(=C(C(=C4F)F)C(F)(F)F)F)F bis(2,3,5,6-tetrafluoro-4-(trifluoromethyl)phenyl)perylene